N-[(6-Amino-2-pyridyl)sulfonyl]-6-(2-propoxy-4-pyridyl)-2-(2,2,4-trimethylpyrrolidin-1-yl)pyridin-3-carboxamid NC1=CC=CC(=N1)S(=O)(=O)NC(=O)C=1C(=NC(=CC1)C1=CC(=NC=C1)OCCC)N1C(CC(C1)C)(C)C